F[C@@H]1CN(CC1)C=1C2=C(N=CN1)CN(CC2)C(=O)C=2N=C(C1=C(N2)OC(=C1)C)NC1(CC1)C {4-[(3S)-3-fluoropyrrolidin-1-yl]-5H,6H,7H,8H-pyrido[3,4-d]pyrimidine-7-carbonyl}-6-methyl-N-(1-methylcyclopropyl)furo[2,3-d]pyrimidin-4-amine